2,5-dichloro-4-(1-(4-fluorophenyl)-1H-pyrazol-4-yl)pyrimidine ClC1=NC=C(C(=N1)C=1C=NN(C1)C1=CC=C(C=C1)F)Cl